FC(C(=O)O)(F)F.NCC(=O)NCC=1C=CC(=C(C(=O)NC2=CC=C(C=C2)S(=O)(=O)N2CCN(CC2)C2=CC(=CC(=C2)Cl)Cl)C1)N(S(=O)(=O)C)C 5-[[(2-Aminoacetyl)amino]methyl]-N-[4-[4-(3,5-dichlorophenyl)piperazin-1-yl]sulfonylphenyl]-2-[methyl(methylsulfonyl)amino]benzamide trifluoroacetate